OC1=NC=2N(C=C1)C=CC2C(=O)OCC ethyl 2-hydroxypyrrolo[1,2-a]pyrimidine-8-carboxylate